4-bromophenylbutyramide BrC1=CC=C(C=C1)C(C(=O)N)CC